OC=1C=C(C=NC1)C1=C(C=C(C(=O)N2CCN(CC2)C2=CC=C(N=N2)C(=O)NS(=O)(=O)CCC(F)(F)F)C=C1)C 6-[4-[4-(5-Hydroxypyridin-3-yl)-3-methylbenzoyl]piperazin-1-yl]-N-(3,3,3-trifluoropropylsulfonyl)pyridazine-3-carboxamide